OC[C@@H](C)NC(=O)CN1C(=NC2=C3CC[C@@H](NC3=CC=C21)C)CCN2C(C=CC=C2)=O (7S)-3-({[(2R)-1-Hydroxypropan-2-yl]carbamoyl}methyl)-7-methyl-2-[2-(2-oxo-1,2-dihydropyridin-1-yl)ethyl]-3H,6H,7H,8H,9H-imidazo[4,5-f]chinolin